8-bromo-2,3,4,9-tetrahydro-1H-carbazole-3-ol BrC=1C=CC=C2C=3CC(CCC3NC12)O